cis-caffeic acid C(\C=C/C1=CC(O)=C(O)C=C1)(=O)O